C(C=C)(=O)C1C(N=[C-]O1)=O acryloyl-2-oxazolidone